FC=1C=C(C=CC1)[C@@H]1N(CCC1)C1=NC=2N(C=C1)N=CC2C(=O)O (R)-5-(2-(3-fluorophenyl)pyrrolidine-1-yl)pyrazolo[1,5-a]Pyrimidine-3-carboxylic acid